1-(2-(difluoromethoxy)pyridin-4-yl)ethan-1-one FC(OC1=NC=CC(=C1)C(C)=O)F